C1(CC1)[C@@H](CN1CCCC1)N(C(C1=CC(=C(C=C1)F)F)=O)C (S)-N-(1-Cyclopropyl-2-(pyrrolidin-1-yl)ethyl)-3,4-difluoro-N-methylbenzamide